ethyl 5-[(1S,3aR,6aS)-1-{[(2S)-4-hydroxy-3-oxo-1-[(3S)-2-oxopyrrolidin-3-yl]butan-2-yl]carbamoyl}-hexahydro-1H-cyclopenta[c]pyrrole-2-carbonyl]-2-methyl-1H-pyrrole-3-carboxylate OCC([C@H](C[C@H]1C(NCC1)=O)NC(=O)[C@H]1N(C[C@H]2[C@@H]1CCC2)C(=O)C2=CC(=C(N2)C)C(=O)OCC)=O